CC=1C(N2[C@H]([C@H](CCC2=CC1)NS(=O)(=O)C)COC1CCC(CC1)COC(C)C)=O |r| rac-N-[(3S,4R)-7-methyl-6-oxo-4-({[(1s,4S)-4-([(propan-2-yl)oxy]methyl)cyclohexyl]oxy}methyl)-1,3,4,6-tetrahydro-2H-quinolizin-3-yl]methanesulfonamide